7-(2-(4-(6-fluorobenzothiophen-4-yl)piperazin-1-yl)ethyl)-3,4-dihydroquinoline-2(1H)-one FC1=CC2=C(C=CS2)C(=C1)N1CCN(CC1)CCC1=CC=C2CCC(NC2=C1)=O